ClC1=C(CO)C(=C(C(=C1Cl)CO)Cl)Cl 2,3,5,6-tetrachloroterephthalyl alcohol